ClC1=NC=CC(=C1Cl)N1C(=NC(=CC1=O)O)C 3-(2,3-dichloropyridin-4-yl)-6-hydroxy-2-methylpyrimidin-4(3H)-one